Cl.C(C)(C)(C)N1C=C(C=2C1=NC(=CC2)C(=O)N2C(CNCC2)(C)C)C2=CC(=C(C=C2)Cl)F (1-(tert-butyl)-3-(4-chloro-3-fluorophenyl)-1H-pyrrolo[2,3-b]pyridin-6-yl)(2,2-dimethylpiperazin-1-yl)methanone hydrochloride